F[C@H]1C[C@H](N2N=C(N=C21)S)C2=CC=CC=C2 (5s,7s)-7-fluoro-5-phenyl-6,7-dihydro-5H-pyrrolo[1,2-b][1,2,4]triazole-2-thiol